3-((6-bromo-2-(2,5-dimethyl-1-(4-(morpholine-4-carbonyl)phenyl)-1H-pyrrol-3-yl)-3H-imidazo[4,5-b]pyridine-7-yl)amino)benzenesulfonamide BrC=1C(=C2C(=NC1)NC(=N2)C2=C(N(C(=C2)C)C2=CC=C(C=C2)C(=O)N2CCOCC2)C)NC=2C=C(C=CC2)S(=O)(=O)N